(S)-2-(2,6-difluoro-4-(propylamino)benzoylamino)-3-(8-(1,6-dimethyl-2-oxo-4-(trifluoromethyl)-1,2-dihydropyridin-3-yl)quinolin-5-yl)propionic acid FC1=C(C(=O)N[C@H](C(=O)O)CC2=C3C=CC=NC3=C(C=C2)C=2C(N(C(=CC2C(F)(F)F)C)C)=O)C(=CC(=C1)NCCC)F